C(C)C1(CN2CCC1CC2)NC(=O)N2CCN(CC2)C=2C=C(C=CC2)C2=CC=C(C=C2)F N-(3-ethylquinuclidin-3-yl)-4-(4'-fluoro-[1,1'-biphenyl]-3-yl)piperazine-1-carboxamide